C(CCCCCCC)(=O)[O-].C(CCCCCCC)(=O)[O-].[Zn+2] zinc bisoctanoate